2-fluoro-3-[4-(4-fluoro-3-hydroxyphenoxy)pyrimidin-2-yl]phenol FC1=C(C=CC=C1C1=NC=CC(=N1)OC1=CC(=C(C=C1)F)O)O